4-isopropyl-1-(prop-2-yn-1-yl)piperazin-2-one C(C)(C)N1CC(N(CC1)CC#C)=O